(((3-chloro-1,4-diphenoxy-1,4-dihydronaphthalen-2-yl)amino)methyl)-N-(4-hydroxyphenyl)benzamide ClC1=C(C(C2=CC=CC=C2C1OC1=CC=CC=C1)OC1=CC=CC=C1)NCC1=C(C(=O)NC2=CC=C(C=C2)O)C=CC=C1